6-((1,3-Dimethyl-1H-pyrrolo[2,3-b]pyridin-6-yl)methyl)-2-azaspiro[3.3]heptan CN1C=C(C=2C1=NC(=CC2)CC2CC1(CNC1)C2)C